NC1=C(C=2C(=NC(=C(C2)C)C)N1C1=C(C(=CC=C1C)C1=NC=NN1)C)C(=O)N 2-Amino-1-(2,6-dimethyl-3-(1H-1,2,4-triazol-5-yl)phenyl)-5,6-dimethyl-1H-pyrrolo[2,3-b]pyridine-3-carboxamide